tri(3-ethyl-3-methyl-1-pentyl) citrate C(CC(O)(C(=O)OCCC(CC)(C)CC)CC(=O)OCCC(CC)(C)CC)(=O)OCCC(CC)(C)CC